C(C)C1(C2=CC(=CC=C2C=2C=CC(=CC12)N(C1=CC=CC=C1)C1=CC=CC=C1)C1=CC=C(C=C1)C1=NC2=C(N1C1=CC=CC=C1)C=CC=C2)CC 9,9-diethyl-N,N-diphenyl-7-[4-(1-phenyl-1H-benzo[d]imidazol-2-yl)phenyl]-9H-fluoren-2-amine